CC1=NOC(=C1C=1C=C2C(=NC1)N(C=C2C2=C(C=C(C(=O)O)C=C2)OC(F)(F)F)[C@@H]2COCC2)C (S)-4-(5-(3,5-dimethylisoxazol-4-yl)-1-(tetrahydrofuran-3-yl)-1H-pyrrolo[2,3-b]pyridin-3-yl)-3-(trifluoromethoxy)benzoic acid